cis-3-hexenol acetate (cis-3-Hexenyl-acetate) C(C\C=C/CC)CC(=O)O.C(C)(=O)O.C(C\C=C/CC)O